tert-butyl (1S,5R)-3-[[7-bromo-2-cyano-1-(2-trimethylsilylethoxymethyl)pyrrolo[3,2-c]pyridin-6-yl]amino]-8-azabicyclo[3.2.1]octane-8-carboxylate BrC=1C2=C(C=NC1NC1C[C@@H]3CC[C@H](C1)N3C(=O)OC(C)(C)C)C=C(N2COCC[Si](C)(C)C)C#N